C(C1=CC=CC=C1)OC1=CC(=C(C=2CCOC21)I)CCl 7-(benzyloxy)-5-chloromethyl-4-iodo-2,3-dihydrobenzofuran